C(C)OC(=O)C1=NC(=NC(=C1F)Cl)Cl 2,6-dichloro-5-fluoropyrimidine-4-carboxylic acid ethyl ester